ClC1=C(C=C(C(=C1)Cl)OC)NC1=C(C=NC2=CC(=C(C=C12)OC)OCCCN1CCN(CC1)CC=1C=C2CN(C(C2=CC1F)=O)C1C(NC(CC1)=O)=O)C#N 4-((2,4-dichloro-5-methoxyphenyl)amino)-7-(3-(4-((2-(2,6-dioxopiperidin-3-yl)-6-fluoro-1-oxoisoindolin-5-yl)methyl)piperazin-1-yl)propoxy)-6-methoxyquinoline-3-carbonitrile